ClC1=C(NC=2N=CC3=C(N4C=CC(=C4CC3)C(=O)N)N2)C=CC(=C1)N1CCN(CC1)C (2-chloro-4-(4-methylpiperazin-1-yl)anilino)-5,6-dihydropyrimido[4,5-e]indolizine-7-carboxamide